(S)-4-(5-chloropyrimidin-2-yl)-2-methyl-3,6-dihydropyridine-1(2H)-carboxylic acid tert-butyl ester C(C)(C)(C)OC(=O)N1[C@H](CC(=CC1)C1=NC=C(C=N1)Cl)C